ClC=1C=C2C(=CN1)N(C(=C2)C=2C(=NC(=C(C2OC)F)C)OC)C 3-{5-chloro-1-methylpyrrolo[2,3-c]pyridin-2-yl}-5-fluoro-2,4-dimethoxy-6-methylpyridine